CC([C@@H](C(N1[C@@H](CCC1)C(N[C@@H](CC1=NC=CC=C1)C1=CC=CC=C1)=O)=O)NC(OC(C)(C)C)=O)C tert-Butyl (S)-3-methyl-1-oxo-1-((S)-2-((S)-1-phenyl-2-(pyridin-2-yl)ethylcarbamoyl)pyrrolidin-1-yl)butan-2-ylcarbamate